C(C)(C)(C)SC1=CC(=CC=C1)SC(C)(C)C 1,3-bis(tert-butylthio)benzene